C(N)(=O)C1=CC(=C(OCC=2C3=C(SC2C(=O)O)C=CC=C3Cl)C=C1)Cl 3-((4-Carbamoyl-2-chlorophenoxy)methyl)-4-chlorobenzo[b]thiophene-2-carboxylic acid